4,7-dimethoxy-2-(4-(trifluoromethyl)phenyl)-1H-benzo[d]imidazole COC1=CC=C(C=2NC(=NC21)C2=CC=C(C=C2)C(F)(F)F)OC